(2-(2-Benzylphenoxy)ethyl)-4-methylpiperazine hydrochloride Cl.C(C1=CC=CC=C1)C1=C(OCCN2CCN(CC2)C)C=CC=C1